C(C)OC1=NC=CC=C1C1=NC=2C(N(C[C@]3(C2C=C1)[C@@H](CN(CC3)C(=O)OC(C)(C)C)CC)C(=O)OCC3=CC=CC=C3)=O |r| rac-7'-benzyl 1-(tert-butyl) (3S,4S)-2'-(2-ethoxypyridin-3-yl)-3-ethyl-8'-oxo-6'H-spiro[piperidine-4,5'-[1,7]naphthyridine]-1,7'(8'H)-dicarboxylate